N1=CN=CC2=C3C(C=4C(=C12)C=CN4)=CC=N3 di-Pyrroloquinazoline